5-(bromomethyl)-N-((1,2,3,5,6,7-hexahydro-s-indacen-4-yl)carbamoyl)-1-isopropyl-1H-pyrazole-3-sulfonimidamide BrCC1=CC(=NN1C(C)C)S(=O)(NC(NC1=C2CCCC2=CC=2CCCC12)=O)=N